p-fluorobiphenol FC=1C=C(C(=CC1)O)C=1C(=CC=CC1)O